tert-butyl 7-(6-(4,4,5,5-tetramethyl-1,3,2-dioxaborolan-2-yl)quinazolin-4-yl)-2,7-diazaspiro[3.5]nonane-2-carboxylate CC1(OB(OC1(C)C)C=1C=C2C(=NC=NC2=CC1)N1CCC2(CN(C2)C(=O)OC(C)(C)C)CC1)C